6-methyl-3-(1-methyl-1H-indol-5-yl)-5,6,7,8-tetrahydrobenzo[4,5]thieno[2,3-d]pyrimidine-2,4(1H,3H)-dione CC1CCC2=C(C3=C(NC(N(C3=O)C=3C=C4C=CN(C4=CC3)C)=O)S2)C1